C1(CC1)N1C=NC2=C1C=CC(=C2)C#CC2=NN(C(=C2C(=O)N)NC)[C@@H]2CN([C@H](C2)COC(F)F)C(C=C)=O 3-[2-(1-cyclopropyl-1,3-benzodiazol-5-yl)ethynyl]-1-[(3s,5r)-5-[(difluoromethoxy)methyl]-1-(prop-2-enoyl)pyrrolidin-3-yl]-5-(methylamino)pyrazole-4-carboxamide